C(C)OC(=O)C1N(C(C=N1)(CCCCCCC\C=C/CCCCCCCC)CCCCCCC\C=C/CCCCCCCC)CCCN1CCCC1 5,5-di((Z)-heptadec-8-en-1-yl)-1-(3-(pyrrolidin-1-yl)propyl)-2,5-dihydro-1H-imidazole-2-carboxylic acid ethyl ester